OC1=C(C=C(C=C1)C1OC2=CC(=CC=C2C(C1O)O)O)[O-] 2-hydroxy-5-(3,4,7-trihydroxy-3,4-dihydro-2H-chromen-2-yl)phenolate